CC1(C2=CC=CC=C2C=2C=CC(=CC12)B(O)O)C 9,9-dimethylfluoren-2-boronic acid